CC1=C(C=C(C=C1)O)C1=CC2=C(N=C(N=C2)NC)N2C1=NN=C2 4-methyl-3-(2-(methylamino)-[1,2,4]triazolo[4',3':1,6]pyrido[2,3-d]pyrimidin-6-yl)phenol